C(C1=CC=CC=C1)OC1=CC=2CC[C@H]3[C@@H]4C(C([C@@H]([C@@]4(C)CC[C@@H]3C2C=C1)O)O)O (15ξ,16ξ,17β)-3-(benzyloxy)estra-1,3,5(10)-triene-15,16,17-triol